N1=CC(=CC=C1)N1N=C2C=CC=C(C2=C1)C(=O)N 2-(pyridin-3-yl)-2H-indazole-4-carboxamide